N-difluoromethyl-azole FC(N1C=CC=C1)F